(±)-7-((5-(aminomethyl)pyridin-2-yl)amino)-5-((4-cyclopropyl-3-((methylsulfinyl)methyl)phenyl)amino)pyrazolo[1,5-a]pyrimidine-3-carbonitrile NCC=1C=CC(=NC1)NC1=CC(=NC=2N1N=CC2C#N)NC2=CC(=C(C=C2)C2CC2)C[S@](=O)C |r|